4-t-butylbenzene-1,2-diol C(C)(C)(C)C=1C=C(C(=CC1)O)O